C(C1=CC=CC=C1)OCCC1CCC2(NOCC21)C2=CC(=C(C=C2)CCC(C)(C)C)Cl 4-(2-benzyloxy-ethyl)-6a-[3-chloro-4-(3,3-dimethyl-butyl)phenyl]hexahydro-cyclopenta[c]isoxazole